Pentamethyldiethylene-triamine CN(CCN(CCN(C)C)C)C